5-(((1S,3'R,4'S,5'S,6'R)-5-Chloro-3',4',5'-trihydroxy-6'-methyl-3',4',5',6'-tetrahydro-3H-spiro[isobenzofuran-1,2'-pyran]-6-yl)methyl)-thiophen-2-formaldehyd ClC=1C=C2CO[C@]3(O[C@@H]([C@H]([C@@H]([C@H]3O)O)O)C)C2=CC1CC1=CC=C(S1)C=O